ClC=1C(=C(C(=CC1N1CC(CC1)(CN(C)C)C(F)F)F)S(=O)(=O)NC1=NC(=CC=C1)F)F 3-chloro-4-(3-(difluoromethyl)-3-((dimethylamino)methyl)pyrrolidin-1-yl)-2,6-difluoro-N-(6-fluoropyridin-2-yl)benzenesulfonamide